8-(azetidin-1-yl)-6-bromo-2-(tetrahydro-2H-pyran-4-yl)quinoline N1(CCC1)C=1C=C(C=C2C=CC(=NC12)C1CCOCC1)Br